N-(3,3-difluoropiperidin-4-yl)-5-((6-methoxypyridin-2-yl)methoxy)-2-methylbenzofuran-3-carboxamide FC1(CNCCC1NC(=O)C1=C(OC2=C1C=C(C=C2)OCC2=NC(=CC=C2)OC)C)F